2-{[(1S)-1-(4-Chlorophenyl)ethyl]amino}-8-(4-methoxybenzyl)pyrido[2,3-d]pyrimidin-7(8H)-on ClC1=CC=C(C=C1)[C@H](C)NC=1N=CC2=C(N1)N(C(C=C2)=O)CC2=CC=C(C=C2)OC